FC1=C(N=CC2=C1N=C(N=C2NCC2(CNC2)O)OC[C@]21CCCN1C[C@@H](C2)F)C2=CC(=CC1=CC=CC=C21)O 3-(((8-fluoro-2-(((2R,7aS)-2-fluorotetrahydro-1H-pyrrolizin-7a(5H)-yl)methoxy)-7-(3-hydroxynaphthalen-1-yl)pyrido[4,3-d]pyrimidin-4-yl)amino)methyl)azetidin-3-ol